(4-amino-3-methylimidazo[1,5-a]pyrido[3,4-e]pyrazin-8-yl)((4aS,9bS)-7-(trifluoromethoxy)-2,3,4a,9b-tetrahydro-1H-spiro[benzofuro[3,2-b]pyridine-4,1'-cyclopropan]-1-yl)methanone NC=1C=2N(C3=C(N1)C=NC(=C3)C(=O)N3[C@@H]1[C@@H](OC4=C1C=CC(=C4)OC(F)(F)F)C4(CC4)CC3)C=NC2C